6-((1-oxaspiro[3.3]heptan-5-yl)oxy)-N-(6-chloropyridin-3-yl)isoquinolin-1-amine O1CCC12C(CC2)OC=2C=C1C=CN=C(C1=CC2)NC=2C=NC(=CC2)Cl